BrC=1C=C(C=CC1)N(C1=NC(=NC2=CC(=C(C=C12)F)Cl)NN)C(F)(F)F N-(3-bromophenyl)-7-chloro-6-fluoro-2-hydrazino-N-(trifluoromethyl)quinazolin-4-amine